O=C1N(C(C2=CC=CC=C12)=O)N(C(OC(C)(C)C)=O)CCOC tert-butyl N-(1,3-dioxoisoindolin-2-yl)-N-(2-methoxyethyl)carbamate